lactosylarginine C1([C@H](O)[C@@H](O)[C@H](O[C@H]2[C@H](O)[C@@H](O)[C@@H](O)[C@H](O2)CO)[C@H](O1)CO)N[C@@H](CCCNC(N)=N)C(=O)O